myristyl-methyltaurine C(CCCCCCCCCCCCC)N(CCS(=O)(=O)O)C